ClC=1C=CC(=NC1)N1CCN(CC1)C(C[C@H]1CC[C@H](O1)[C@H]1N(CCC1)C1=C(C(NN=C1)=O)C(F)(F)F)=O 5-[(2S)-2-[(2S,5R)-5-[2-[4-(5-chloropyridin-2-yl)piperazin-1-yl]-2-oxoethyl]oxolan-2-yl]pyrrolidin-1-yl]-4-(trifluoromethyl)-2,3-dihydropyridazin-3-one